C(\C=C/C(=O)O)(=O)O.N1C(=CC=C1)N Pyrrolamine maleate